FC=1C(=CN(C1C(NC1=CC(=C(C=C1)F)C)=O)C)S(=O)(=O)O 4-fluoro-5-((4-fluoro-3-methylphenyl)carbamoyl)-1-methyl-1H-pyrrole-3-sulfonic acid